Ethyl (2R*)-{[4-bromo-1-(2-fluorophenyl)-5-(6-fluoropyridin-3-yl)-1H-pyrazol-3-yl]oxy}(ethoxy)acetate BrC=1C(=NN(C1C=1C=NC(=CC1)F)C1=C(C=CC=C1)F)O[C@H](C(=O)OCC)OCC |o1:21|